C1(=CC=CC2=CC=CC=C12)CC(C#N)C1=CC=CC=C1 3-(naphthalen-1-yl)-2-phenylpropanenitrile